(1S,2S)-N-(8-amino-6-(4-methyl-2-oxooxazolidin-3-yl)isoquinolin-3-yl)-2-fluorocyclopropane-1-carboxamide NC=1C=C(C=C2C=C(N=CC12)NC(=O)[C@H]1[C@H](C1)F)N1C(OCC1C)=O